ClC1=NC=C(C(=N1)NC12CCC(CC1)(C2)O)C(=O)[O-] 2-chloro-4-((4-hydroxybicyclo[2.2.1]heptan-1-yl)amino)pyrimidine-5-carboxylate